(R)-1-(2,5-difluoro-pyridin-3-yl)ethyl (4-(5-([1,1'-biphenyl]-4-ylcarbamoyl)-pyridin-2-yl)-1-methyl-1H-1,2,3-triazol-5-yl)-carbamate C1(=CC=C(C=C1)NC(=O)C=1C=CC(=NC1)C=1N=NN(C1NC(O[C@H](C)C=1C(=NC=C(C1)F)F)=O)C)C1=CC=CC=C1